ethyl 2-(7-chloro-6-(4-((3R,4R)-1-ethyl-3-fluoropiperidin-4-yl)phenyl)-4-methyl-2H-indazol-2-yl)-2-(6,7-dihydro-5H-pyrrolo[1,2-c]imidazol-1-yl)acetate ClC1=C(C=C(C2=CN(N=C12)C(C(=O)OCC)C1=C2N(C=N1)CCC2)C)C2=CC=C(C=C2)[C@@H]2[C@H](CN(CC2)CC)F